(ethyl methylacetylmalonate) titanium [Ti+4].C(C)CC(=O)C(C(=O)[O-])(C(=O)[O-])C.C(C)CC(=O)C(C(=O)[O-])(C(=O)[O-])C